2-amino-3-cyano-4-methyl-4,5,6,7-tetrahydro-1-benzothiophene-4-carboxylic acid NC=1SC2=C(C1C#N)C(CCC2)(C(=O)O)C